1-(tert-butyl) 2-methyl (2R,4R,5R)-4-((tert-butyldimethylsilyl) oxy)-5-methylpyrrolidine-1,2-dicarboxylate [Si](C)(C)(C(C)(C)C)O[C@@H]1C[C@@H](N([C@@H]1C)C(=O)OC(C)(C)C)C(=O)OC